7-Chloro-6-fluoro-1-(2-isopropyl-4-vinylpyridin-3-yl)pyrido[2,3-d]pyrimidine ClC=1C(=CC2=C(N(CN=C2)C=2C(=NC=CC2C=C)C(C)C)N1)F